C(C)(=O)O[C@H]1[C@@H](O[C@@H](C1)N1C(NC(C(=C1)C)=O)=O)COC(=O)OC1=CC=C(C=C1)[N+](=O)[O-] (2S,3R,5S)-5-(5-methyl-2,4-dioxo-3,4-dihydropyrimidin-1(2H)-yl)-2-((((4-nitrophenoxy)carbonyl)oxy)methyl)tetrahydrofuran-3-yl acetate